4-[4-(3-Chloropyridin-2-yl)-4-(methoxycarbonyl)cyclohexyl]-1,4-diazepan-1-carboxylic acid ethyl ester C(C)OC(=O)N1CCN(CCC1)C1CCC(CC1)(C(=O)OC)C1=NC=CC=C1Cl